2,4-dihydroxyphenylpropionic acid OC1=C(C=CC(=C1)O)C(C(=O)O)C